S(=O)(=O)(O)O.C(C=CC)(=O)N 2-butenamide sulfate